CN1CCN(CC1)C=1C=NN(C1)C1CCNCC1 1-methyl-4-(1-(piperidin-4-yl)-1H-pyrazol-4-yl)piperazine